FC1=C(C(=CC=C1)OC)C1=NC=CC2=C1CN(C2=O)C2=NC(=CC(=C2)C)N[C@H]2CNCC2 4-(2-fluoro-6-methoxyphenyl)-2-(4-methyl-6-(((R)-pyrrolidin-3-yl)amino)pyridin-2-yl)-2,3-dihydro-1H-pyrrolo[3,4-c]pyridin-1-one